tert-butyl-7-(5-(5-aminopyridin-yl)pyrazolo[1,5-a]pyridin-3-yl)-2-azaspiro[3.5]nonane C(C)(C)(C)C1NCC12CCC(CC2)C=2C=NN1C2C=C(C=C1)C1=NC=C(C=C1)N